trimethylolpropyl monolinoleate C(CCCCCCC\C=C/C\C=C/CCCCC)(=O)OCCC(CO)(CO)CO